tert-butyl 4-cyano-4-((5-cyclopropylpyridin-2-yl)methyl)piperidine-1-carboxylate C(#N)C1(CCN(CC1)C(=O)OC(C)(C)C)CC1=NC=C(C=C1)C1CC1